[Ru].NC1=C2NC(=C1)C=C1C=CC(=N1)C=C1C=CC(N1)=CC=1C=CC(N1)=C2 aminoporphyrin ruthenium